tert-butyl 3-((tert-butyldiphenylsilyl) oxy)-octahydro-1H-2,6-methanopyrrolo[3,2-b]pyridine-1-carboxylate [Si](C1=CC=CC=C1)(C1=CC=CC=C1)(C(C)(C)C)OC1C2N(C3C1NCC(C3)C2)C(=O)OC(C)(C)C